ClC=1C(=C(OC=2N=NC(=CC2/C(=N/N(C(=O)OC)CC2=C(C=C(C=C2)C)C)/OC)C)C=CC1)F methyl (Z)-2-((3-(3-chloro-2-fluorophenoxy)-6-methylpyridazin-4-yl)(methoxy)methylene)-1-(2,4-dimethylbenzyl)hydrazine-1-carboxylate